N1=CC=CC=2CCC[C@@H](C12)NCCCCNC(OC(C)(C)C)=O tert-butyl N-{4-[(8S)-5,6,7,8-tetrahydroquinolin-8-ylamino]butyl}carbamate